C(C)(C)(C)C1=C(O[Al])C(=CC(=C1)C)C(C)(C)C (2,6-di-tert-butyl-4-methylphenoxy)aluminum